4-bromo-6-methylpyridin-2-ol BrC1=CC(=NC(=C1)C)O